thiopropanal CC(C=O)S